CC=1C=C(C=CC1C(=O)O)C1=CC=C(C=C1)NC([C@@H]1N(CCC1)C(NC1=CC=C(C=C1)C(C)C)=O)=O 3-methyl-4'-[(1-{[4-(propan-2-yl)phenyl]carbamoyl}-D-prolyl)amino][1,1'-biphenyl]-4-carboxylic acid